2-(pyridin-4-yl)oxazole-4-carboxylic acid N1=CC=C(C=C1)C=1OC=C(N1)C(=O)O